CN1C=CC2=CC=CC(=C12)C(=O)O 1-methyl-1H-indole-7-carboxylic Acid